ClC1=C(N=C(N1)C#N)C1=CC(=C(C=C1)C)Cl 5-chloro-4-(3-chloro-4-methylphenyl)-1H-imidazole-2-carbonitrile